C(C)(C)(C)OC(=O)N[C@@H](/C=C/C(=O)OCC)CC1=CC=CC=C1 Ethyl (R,E)-4-((tert-butoxycarbonyl)amino)-5-phenylpent-2-enoate